tetramethyl-ammonium bistrifluoromethanesulfonimide [N-](S(=O)(=O)C(F)(F)F)S(=O)(=O)C(F)(F)F.C[N+](C)(C)C